3-(5-fluoro-1H-indol-3-yl)-1-methylpyrrolidine-2,5-dione FC=1C=C2C(=CNC2=CC1)C1C(N(C(C1)=O)C)=O